inositol niacinate O=C(O[C@H]1[C@H](OC(=O)C2C=CC=NC=2)[C@@H](OC(=O)C2C=CC=NC=2)[C@H](OC(=O)C2C=CC=NC=2)[C@@H](OC(=O)C2C=CC=NC=2)[C@H]1OC(=O)C1C=CC=NC=1)C1C=CC=NC=1